ClC1=NC=C(C(=N1)NC=1N=CC=2CCC3=C(C2C1F)NC1=C3C(NCC1)=O)CS(=O)(=O)C 2-((2-chloro-5-((methylsulfonyl)methyl)pyrimidin-4-yl)amino)-1-fluoro-5,6,8,9,10,11-hexahydro-7H-pyrido[3',4':4,5]pyrrolo[2,3-f]isoquinolin-7-one